C(C)OC(C(CCCCCCC)O)=O.C(CC)[NH2+]C(OCC)OCC propyldiethoxymethyl-ammonium ethyl-alpha-hydroxynonanoate